C(C)C1=C(C(N(C2=C(C=CN=C12)OCC1(CC1)S(=O)(=O)C1(CC1)CO)C)=O)C(=O)O Ethyl-8-((1-((1-(hydroxymethyl)cyclopropyl)sulfonyl)cyclopropyl)methoxy)-1-methyl-2-oxo-1,2-dihydro-1,5-naphthyridine-3-carboxylic acid